FC(S(=O)(=O)N(S(=O)(=O)C(F)(F)F)[Li])(F)F bis(trifluoromethanesulfonyl)aminolithium